O=C1NC(=NC2=C1CN(CCC2)C(=O)OC(C)(C)C)C2(CC2)C=2SC=C(C2)C(=C)C tert-butyl 4-oxo-2-(1-(4-(prop-1-en-2-yl)thiophen-2-yl)cyclopropyl)-3,4,5,7,8,9-hexahydro-6H-pyrimido[5,4-c]azepine-6-carboxylate